7-(3-{[(2R)-2,3-dihydroxypropoxy]imino}azetidin-1-yl)-6-fluoro-4-oxo-1-(1,3-thiazol-2-yl)-1,4-dihydro-1,8-naphthyridine-3-carboxylic acid O[C@@H](CON=C1CN(C1)C1=C(C=C2C(C(=CN(C2=N1)C=1SC=CN1)C(=O)O)=O)F)CO